3-butene-1,2-diol diacetate C(C)(=O)OCC(C=C)OC(C)=O